1-(4-Chloro-6-nitro-1H-indol-3-yl)-2,2,2-trifluoroethanone ClC1=C2C(=CNC2=CC(=C1)[N+](=O)[O-])C(C(F)(F)F)=O